(R)-tert-butyl 4-(4-(5-(2-(2,5-difluorophenyl)pyrrolidin-1-yl)pyrazolo[1,5-a]pyrimidine-3-Carboxamido)phenyl)piperazine-1-carboxylate FC1=C(C=C(C=C1)F)[C@@H]1N(CCC1)C1=NC=2N(C=C1)N=CC2C(=O)NC2=CC=C(C=C2)N2CCN(CC2)C(=O)OC(C)(C)C